FC(CCN(C(=O)OCC1=C(N=NN1C)C1=CC=C(C(=N1)C)C#C[C@H]1[C@@H](CCC1)C(=O)O)C)(C)F trans-2-((6-(5-((((3,3-difluorobutyl)(methyl)carbamoyl)oxy)methyl)-1-methyl-1H-1,2,3-triazol-4-yl)-2-methylpyridin-3-yl)ethynyl)cyclopentane-1-carboxylic acid